BrC=1C(=CC(=NC1)C(=O)O)C 5-bromo-4-methylpyridinecarboxylic acid